BrC1=C(C=C(C=O)C=C1)OC 4-bromo-3-methoxy-benzaldehyde